N-(4-{1-[(2-methoxyphenyl)carbonyl]piperidin-4-yl}butyl)thieno[3,2-c]pyridine-2-carboxamide COC1=C(C=CC=C1)C(=O)N1CCC(CC1)CCCCNC(=O)C1=CC=2C=NC=CC2S1